C(C=C)(=O)NC1=CC=C(C=C1)C1=NN2N=CN=C(C2=C1C1=CC(=C(C(=O)NC2CC(C2)O)C=C1)OC)N 4-(6-(4-acrylamidophenyl)-4-aminopyrazolo[5,1-f][1,2,4]triazin-5-yl)-N-((1s,3s)-3-hydroxycyclobutyl)-2-methoxybenzamide